N1C=CC2=CC=C3C(=C12)C=CC=C3.C3CCCC1=NC2=CC=CC=C2C=C31 tetrahydroacridine benzoindole salt